4-(4-(3-amino-4-(trifluoromethyl)pyrrolidin-1-yl)-6-methylquinazolin-2-yl)-1-(cyclopropylimino)-2,3,4,5-tetrahydro-benzo[f][1,4]thiazepine 1-Oxide NC1CN(CC1C(F)(F)F)C1=NC(=NC2=CC=C(C=C12)C)N1CCS(C2=C(C1)C=CC=C2)(=NC2CC2)=O